C[C@H]([C@@H]1CC[C@]2([C@]1(CC[C@H]3C2=CC[C@@H]4[C@@]3(CCC(=O)C4(C)C)C)C)C)[C@H]5[C@H](O5)[C@H]6C(O6)(C)C The molecule is a tirucallane terpenoid isolated from Dysoxylum lenticellatum. It has a role as a plant metabolite. It is an epoxide, a cyclic terpene ketone and a tirucallane triterpenoid.